C(C)C(C)(CO)O 2-ethyl-2,3-propanediol